BrC1=C2C=NN(C2=CC2=C1C(CC2)(O)C#C[Si](C(C)C)(C(C)C)C(C)C)C2OCCCC2 4-bromo-1-(tetrahydro-2H-pyran-2-yl)-5-((triisopropylsilyl)ethynyl)-1,5,6,7-tetrahydrocyclopenta[f]indazol-5-ol